COC(=O)C1=NC2=CC=C(C=C2C(=C1)OC(F)F)O 6-hydroxy-4-(difluoromethoxy)quinoline-2-carboxylic acid methyl ester